C(C)(C)(C)OC(=O)N[C@H](COC=1C=C(C=CC1)C#CCCCC(=O)[O-])CCC(N)=O 6-[3-[(2S)-2-[(tert-butoxycarbonyl) amino]-4-carbamoylbutoxy] phenyl]hex-5-ynoate